diglycerol tetrapropionate C(CC)(=O)O.C(CC)(=O)O.C(CC)(=O)O.C(CC)(=O)O.OCC(O)CO.OCC(O)CO